(2S,3S,4R,5R)-5-(6-(3-methylbenzylamino)-2-(5-methylpyridin-3-yl)-9H-purin-9-yl)-3,4-dihydroxy-N-(methyl-d3)-tetrahydrofuran-2-carboxamide CC=1C=C(CNC2=C3N=CN(C3=NC(=N2)C=2C=NC=C(C2)C)[C@H]2[C@@H]([C@@H]([C@H](O2)C(=O)NC([2H])([2H])[2H])O)O)C=CC1